OC(C)C1=C2C=CC(=CC2=CC=C1)O 5-(1-hydroxyethyl)naphthalen-2-ol